C(C)N(CC(=O)[O-])C(CC1(C(N(C2=CC=CC=C12)C)=O)C)=O ethyl(2-(1,3-dimethyl-2-oxoindolin-3-yl)acetyl)glycinate